C(C)OC(C[C@@H](CCl)OC1OCCCC1)=O (3S)-4-chloro-3-(tetrahydropyran-2-yloxy)-butanoic acid ethyl ester